2-(2-(1-cyclopropyl-1H-pyrazol-4-yl)tetrahydro-2H-pyran-4-yl)-6,7-dimethyl-4-(3-(trifluoromethyl)bicyclo[1.1.1]pentan-1-yl)pteridine C1(CC1)N1N=CC(=C1)C1OCCC(C1)C1=NC2=NC(=C(N=C2C(=N1)C12CC(C1)(C2)C(F)(F)F)C)C